(((2-(Phenyl)oxazole-5-yl)methyl)amino)isoindole-1,3-dione C1(=CC=CC=C1)C=1OC(=CN1)CNC1=C2C(NC(C2=CC=C1)=O)=O